C1C(N=C(C(=O)N1)C2=CNC3=C2C=CC(=C3)Br)C4=CNC5=C4C=CC(=C5)Br The molecule is a member of the class of pyrazines that is 5,6-dihydropyrazin-2(1H)-one substituted at positions 3 and 6 by 6-bromo-1H-indol-3-yl groups. It is an antifungal drug isolated from deep water marine sponge Hamacantha sp. It has a role as a metabolite and an antifungal agent. It is an indole alkaloid, an organobromine compound, a member of pyrazines and a lactam.